S1C(=CC=C1)C=1C=CC=2N(N1)C(=CN2)C=2C=C(C=CC2)C(C)=O 1-[3-[6-(2-thienyl)imidazo[1,2-b]pyridazin-3-yl]phenyl]ethanone